CC1(CCC(CC1)C1=CC=C(C=C1)NC1CCC(CC1)CCNC(=O)N)C 1-(2-(4-((4-(4,4-Dimethylcyclohexyl)phenyl)amino)cyclohexyl)ethyl)urea